NC=1C(=NN(C1)[C@H](C#N)C)OC1CC1 (S)-2-(4-amino-3-cyclopropoxy-1H-pyrazol-1-yl)propionitrile